BrC1=CN=CC=2C(CCCC12)NC(CC)=O N-(4-bromo-5,6,7,8-tetrahydroisoquinolin-8-yl)propionamide